S1C(=CC=C1)C1=NC=CC=C1[Ir]C=1C(=NC=CC1)C=1SC=CC1 bis{2-(2-thiophenyl)pyridyl}iridium